NC1=C(C2=C(CCO2)C=C1C#N)I 6-amino-7-iodo-2,3-dihydrobenzofuran-5-carbonitrile